1-(3-Fluoro-5-methylpyridin-2-yl)-7-methoxy-3-methyl-8-(1-methyl-1H-pyrazol-4-yl)-1,3-dihydroimidazo[4,5-c]quinolin-2-one FC=1C(=NC=C(C1)C)N1C(N(C=2C=NC=3C=C(C(=CC3C21)C=2C=NN(C2)C)OC)C)=O